OC1=C(C=CC=C1C)C1=CC(=CC=C1)C 2'-hydroxy-3,3'-dimethyl-biphenyl